C(C1=CC=CC=C1)[C@H]1N(CCN(C1)CC)C=1N=CC2=C(N1)C(=NN2C=2C(=C(C(=C(C2)C(F)(F)F)F)O)F)C (R)-3-(5-(2-Benzyl-4-ethylpiperazin-1-yl)-3-methyl-1H-pyrazolo[4,3-d]pyrimidin-1-yl)-2,6-difluoro-5-(trifluoromethyl)phenol